aluminum monomethyl fumarate C(\C=C\C(=O)[O-])(=O)OC.[Al+]